C(C)C=1C(C(CCC1)(C)C)C(=O)OCC ethyl 2-ethyl-6,6-dimethyl-2-cyclohexene-1-carboxylate